4-(Benzyloxy)-N-{2-[(3-cyclohexylpropyl)sulfanyl]phenyl}-2-cyclopropylaniline C(C1=CC=CC=C1)OC1=CC(=C(NC2=C(C=CC=C2)SCCCC2CCCCC2)C=C1)C1CC1